FC1=CC=C(C=C1)N1N=C(C=C1C1=CC=C(C=C1)OC1=CC=CC=C1)OCC(=O)OCC ethyl {[1-(4-fluorophenyl)-5-(4-phenoxyphenyl)-1H-pyrazol-3-yl]oxy}acetate